2-((2R,4S)-2-(2-methoxypyridin-3-yl)tetrahydro-2H-pyran-4-yl)-6,7-dimethyl-4-(3-(trifluoromethyl)bicyclo[1.1.1]pentan-1-yl)pteridine COC1=NC=CC=C1[C@@H]1OCC[C@@H](C1)C1=NC2=NC(=C(N=C2C(=N1)C12CC(C1)(C2)C(F)(F)F)C)C